2-(1-isopentyl-1H-pyrazol-4-yl)-3-isopropyl-7-(1-(tetrahydro-2H-pyran-2-yl)-1H-pyrazol-4-yl)imidazo[2,1-f][1,2,4]triazin-4(3H)-one C(CC(C)C)N1N=CC(=C1)C1=NN2C(C(N1C(C)C)=O)=NC=C2C=2C=NN(C2)C2OCCCC2